N-((1R,5S)-3-Cyano-3-azabicyclo[3.1.0]hexan-1-yl)-5-(2-phenoxyphenyl)-1H-pyrazol-3-carboxamid C(#N)N1C[C@]2(C[C@H]2C1)NC(=O)C1=NNC(=C1)C1=C(C=CC=C1)OC1=CC=CC=C1